N-(2,3-difluoro-4-((3-(2-(((S)-piperidin-3-yl)amino)pyrimidin-4-yl)pyridin-2-yl)oxy)phenyl)-N'-methyl-1-phenylmethanesulfonimidamide FC1=C(C=CC(=C1F)OC1=NC=CC=C1C1=NC(=NC=C1)N[C@@H]1CNCCC1)NS(=O)(=NC)CC1=CC=CC=C1